Cl.O=C1NC(CCC1C1=CC(=C(C=C1)N1CCC(CC1)(O)CC(=O)O)F)=O 2-(1-(4-(2,6-dioxopiperidin-3-yl)-2-fluorophenyl)-4-hydroxypiperidin-4-yl)acetic acid hydrochloride